C(C)N(CC)C1=CC=C2C=C(C(OC2=C1)=O)C=O 7-(N,N'-diethyl-amino)coumarin-3-formaldehyde